8-((dipropylamino)methyl)-3,9-dihydroxybenzo[5,6]oxazepin C(CC)N(CCC)CC1=C(C2=C(C=CC(=NO2)O)C=C1)O